C(C=C)(=O)O.C(C=C)(=O)O.C(C)(C)(C1=CC=C(C=C1)OCC(C)O)C1=CC=C(C=C1)OCC(C)O Isopropylidenebis(p-phenyleneoxy)di-2-propanol diacrylate